N-methyl-N-[3-({[2-{[6-(methylsulfonyl)pyridin-3-yl]amino}-5-(trifluoromethyl)pyrimidin-4-yl]amino}methyl)pyridin-2-yl]methanesulfonamide CN(S(=O)(=O)C)C1=NC=CC=C1CNC1=NC(=NC=C1C(F)(F)F)NC=1C=NC(=CC1)S(=O)(=O)C